5-(4-amino-2-fluorophenyl)-7-cyclopropyl-7H-pyrrolo[2,3-d]pyrimidin-4-amine NC1=CC(=C(C=C1)C1=CN(C=2N=CN=C(C21)N)C2CC2)F